C1[C@@H]([C@H](O[C@H]1N2C(=C(C(=NC2=O)N)F)F)CO)O difluorodeoxycytidine